sec-hexyltris(tert-butoxy)tin C(C)(CCCC)[Sn](OC(C)(C)C)(OC(C)(C)C)OC(C)(C)C